3-(2-Methoxyphenyl)-5-methyl-pyrazol-4-ol COC1=C(C=CC=C1)C1=NNC(=C1O)C